NC1=C(SC=2N=C(N=CC21)C)C(=O)NC2CC=1C=CC(=NC1CC2)N2CC(C(C2)OCC)N 5-amino-N-[2-(3-amino-4-ethoxypyrrolidin-1-yl)-5,6,7,8-tetrahydroquinolin-6-yl]-2-methylthieno[2,3-d]pyrimidine-6-carboxamide